C1(=CC=CC=C1)N1C(C=CC1=O)=O N-Phenyl-maleimid